O[C@](C(=O)N[C@@H](C(C)(C)O)C1=CC=C(C=C1)OC[C@@H](CCC)C)(C)C1=CC=CC=C1 (R)-2-Hydroxy-N-((R)-2-hydroxy-2-methyl-1-(4-(((R)-2-methylpentyl)oxy)phenyl)propyl)-2-phenylpropanamide